C(C=C)(=O)OCCC[Si](OC(C)C)(OC(C)C)OC(C)C acryloxypropyltriiso-propoxysilane